[Si](C)(C)(C(C)(C)C)OCCOCCC(=O)NC=1N=CC2=C(N=CC(=C2C1)C#CC1=CC2=C(N(N=N2)COCC[Si](C)(C)C)C=C1)NC 3-[2-[tert-butyl(dimethyl)silyl]oxyethoxy]-N-[8-(methylamino)-5-[2-[1-(2-trimethylsilylethoxymethyl)benzotriazol-5-yl]ethynyl]-2,7-naphthyridin-3-yl]propanamide